FC(C1=C(C=C(C=C1)OC)C=1CCC(CC1)C(=O)OCC)F ethyl 2'-(difluoromethyl)-5'-methoxy-2,3,4,5-tetrahydro-[1,1'-biphenyl]-4-carboxylate